1-(2-chloro-6-fluoro-4-(phenylethynyl)phenyl)-5-iodo-3,3-dimethyl-1H-imidazo[1,2-a]imidazol-2(3H)-one ClC1=C(C(=CC(=C1)C#CC1=CC=CC=C1)F)N1C=2N(C(C1=O)(C)C)C(=CN2)I